[Cu].P1(OCCCCO1)=O.C(CN)N ethylenediamine tetramethylene phosphonate copper